ClC=1C=C(C(=C(C1)O)C1=CC=C2C(=N1)N=C(O2)N[C@H]2CN(CCC2)CC)F 5-Chloro-2-[2-[[(3R)-1-ethyl-3-piperidyl]amino]oxazolo[4,5-b]pyridin-5-yl]-3-fluoro-phenol